Acryl-nitryl-Styrol C(=O)(C=C)C(=CC1=CC=CC=C1)[N+](=O)[O-]